C1(CC1)[C@H](C)N(C(=O)OCC1=C(C=NN1C)C1=CC=C(O[C@@H]2C[C@H](CCC2)C(=O)O)C=C1)C (1S,3S)-3-(4-(5-(((((S)-1-cyclopropyl-ethyl)(methyl)carbamoyl)oxy)methyl)-1-methyl-1H-pyrazol-4-yl)phenoxy)cyclohexane-1-carboxylic acid